3-methoxy-4-(methylamino)-5-nitro-benzamide COC=1C=C(C(=O)N)C=C(C1NC)[N+](=O)[O-]